(R)-5-fluoro-3-((1-isopropylpyrrolidin-2-yl)methyl)-1H-indole FC=1C=C2C(=CNC2=CC1)C[C@@H]1N(CCC1)C(C)C